N=1C(N=C2C1N=CC=N2)=O IMIDAZOPYRAZINON